5-Bromo-6-chloro-3-(2,3-dichlorophenyl)pyrazin-2-amine BrC=1N=C(C(=NC1Cl)N)C1=C(C(=CC=C1)Cl)Cl